CC1(C2=CC=CC=C2C=2C(=CC=CC12)N(C1=C(C=CC=C1)B(O)O)C1=CC=CC=C1)C (2-((9,9-dimethyl-9H-fluoren-4-yl)(phenyl)amino)phenyl)boronic acid